ClC1=CN=C(S1)CNC(=O)C1=CN=C(S1)N1CCC(CC1)N1C[C@@H](CCC1)C N-[(5-chloro-1,3-thiazol-2-yl)methyl]-2-[(3R)-3-methyl-[1,4'-bipiperidine]-1'-yl]-1,3-thiazole-5-carboxamide